C(C)(=O)N[C@@H](C(=O)N1[C@@H]([C@H]2[C@@H](C1)CCC2)C(=O)N[C@H](C[C@H]2C(NCC2)=O)\C=C(\S(=O)(=O)C)/F)C2=CC=CC=C2 (1S,3aS,6aR)-2-((R)-2-acetamido-2-phenylacetyl)-N-((R,E)-4-fluoro-4-(methylsulfonyl)-1-((S)-2-oxopyrrolidin-3-yl)but-3-en-2-yl)octahydrocyclopenta[c]pyrrole-1-carboxamide